methyl 4-[5-(1-cyanocyclobutyl) benzimidazol-1-yl]-2,6-dimethoxy-benzoate C(#N)C1(CCC1)C1=CC2=C(N(C=N2)C2=CC(=C(C(=O)OC)C(=C2)OC)OC)C=C1